C1(=CC=CC=C1)S(=O)(=O)OC1=C(C=CC=2CC3N(CC12)CCC=1C=C(C(=CC13)OC)O)OC 3-Hydroxy-2,10-dimethoxy-5,6,7,8,13,13a-hexahydroisoquinolino[2,1-b]isoquinolin-9-yl benzenesulfonate